methyl 5-acetyl-2,6-dimethyl-1,4-dihydropyridine-3-carboxylate C(C)(=O)C=1CC(=C(NC1C)C)C(=O)OC